n-alpha-(2-naphthylsulfonyl)-n-(3-amidino-l-phenylalaninyl)-d-pipecolinic acid C1CCN([C@H](C1)C(=O)O)C(=O)[C@H](CC2=CC(=CC=C2)C(=N)N)NS(=O)(=O)C3=CC4=CC=CC=C4C=C3